pentyl-(phenyl)phosphine oxide C(CCCC)P(C1=CC=CC=C1)=O